Cl.N[C@H](C(=O)O)CCN(CCCCC1=NC=2NCCCC2C=C1)CCOCC(F)F (S)-2-amino-4-((2-(2,2-difluoroethoxy)ethyl)(4-(5,6,7,8-tetrahydro-1,8-naphthyridin-2-yl)butyl)amino)butanoic acid hydrochloride